((4,4-Dimethylcyclopent-1-en-1,2-diyl)bis(oxy))bis(trimethylsilane) CC1(CC(=C(C1)O[Si](C)(C)C)O[Si](C)(C)C)C